1-methyl-N-[(3S,6R)-6-[5-[2-(trifluoromethoxy)ethoxy]-1,3,4-oxadiazol-2-yl]-3-piperidyl]-6-(trifluoromethyl)indole-2-carboxamide CN1C(=CC2=CC=C(C=C12)C(F)(F)F)C(=O)N[C@@H]1CN[C@H](CC1)C=1OC(=NN1)OCCOC(F)(F)F